2-[(7S)-4-Azaspiro[2.5]octan-7-yl]-6-[8-(difluoromethoxy)-2-methyl-imidazo[1,2-b]pyridazin-6-yl]thieno[3,2-b]pyridine C1CC12NCC[C@@H](C2)C2=CC1=NC=C(C=C1S2)C=2C=C(C=1N(N2)C=C(N1)C)OC(F)F